4-(3,4,4a,5,6,7,8,8a-octahydro-2H-1,5-naphthyridin-1-yl)-5-chloro-2-(2-fluoro-4-pyridinyl)-1H-pyrimidin-6-one N1(CCCC2NCCCC12)C=1N=C(NC(C1Cl)=O)C1=CC(=NC=C1)F